N1(N=NC2=C1C=CC=C2)C(=O)C2=CC(=C(C=C2)OCC2=CC=CC=C2)OCC2=CC=CC=C2 (1H-benzo[d][1,2,3]triazol-1-yl)(3,4-bis(benzyloxy)phenyl)methanone